C(CC(O)(C(=O)[O-])CC(=O)[O-])(=O)OCCCCCCCCCCCCC Tridecyl citrate